tert-butyl-(2S)-2-(1-hydroxypent-4-en-1-yl)pyrrolidine C(C)(C)(C)N1[C@@H](CCC1)C(CCC=C)O